CNC/C=C/C(=O)OC(C)(C)C tert-butyl (E)-4-(methylamino)but-2-enoate